3-fluorobenzyl (1-(2-cyanopyrimidin-4-yl)cyclopentyl)carbamate C(#N)C1=NC=CC(=N1)C1(CCCC1)NC(OCC1=CC(=CC=C1)F)=O